2-methoxy-3-(trityloxy)propanoate COC(C(=O)[O-])COC(C1=CC=CC=C1)(C1=CC=CC=C1)C1=CC=CC=C1